CN(C)C=1C=C(C=CC1)B(O)O 3-(N,N-DIMETHYLAMINO)PHENYLBORONIC ACID